4-[2-(5-carbamoyl-1-ethyl-4-methyl-2,6-dioxopyridin-3-ylidene)hydrazinyl]-6-[(4,6-dichloro-1,3,5-triazin-2-yl)amino]benzene-1,3-disulfonate C(N)(=O)C1=C(C(C(N(C1=O)CC)=O)=NNC1=C(C=C(C(=C1)NC1=NC(=NC(=N1)Cl)Cl)S(=O)(=O)[O-])S(=O)(=O)[O-])C